benzoic acid [(2S,3S,5R)-4-acetoxy-3-(2-hydroxyethyl)-5-[2-(2-methylpropanoylamino)-6-oxo-1H-purin-9-yl]Tetrahydrofuran-2-yl]Methyl ester C(C)(=O)OC1[C@H]([C@H](O[C@H]1N1C=2N=C(NC(C2N=C1)=O)NC(C(C)C)=O)COC(C1=CC=CC=C1)=O)CCO